2-(3-methylpiperazin-2-yl)ethan-1-ol CC1C(NCCN1)CCO